(R)-N-(8-((2,6-dimethylbenzyl)amino)-2,3-dimethylimidazo[1,2-a]pyridin-6-yl)-2-methylazetidine-2-carboxamide hydrochloride Cl.CC1=C(CNC=2C=3N(C=C(C2)NC(=O)[C@@]2(NCC2)C)C(=C(N3)C)C)C(=CC=C1)C